8-(6-Fluoro-1-methylsulfonyl-1H-indol-4-yl)-1,4,4,9-tetramethyl-5H-[1,2,4]triazolo[4,3-a]quinoxaline FC1=CC(=C2C=CN(C2=C1)S(=O)(=O)C)C1=CC=C2NC(C=3N(C2=C1C)C(=NN3)C)(C)C